tert-butyl ((3S,6S)-6-((S)-1-(4-fluorophenyl)-1,2,3,4-tetrahydroisoquinoline-2-carbonyl)-3-(methoxymethyl)tetrahydro-2H-pyran-3-yl)carbamate FC1=CC=C(C=C1)[C@@H]1N(CCC2=CC=CC=C12)C(=O)[C@@H]1CC[C@@](CO1)(COC)NC(OC(C)(C)C)=O